[C@H]12CN(C[C@H](CC1)N2)C=2C1=C(N=C(N2)OCC23CCCN3CCC2)C(=C(N=C1)C1=CC=CC2=CC=CC(=C12)CCC)F 4-((1R,5S)-3,8-diazabicyclo[3.2.1]octan-3-yl)-8-fluoro-2-((hexahydro-1H-pyrrolizin-7a-yl)methoxy)-7-(8-propylnaphthalen-1-yl)pyrido[4,3-d]pyrimidine